C(=O)O.C(=O)O.C(=O)O.C(=O)O.C1(=CC=CC=C1)C1=CC=CC=C1 biphenyl tetra-formate